N-(6-aminopyridin-3-yl)azetidine-3-carboxamide trifluoroacetate salt FC(C(=O)O)(F)F.NC1=CC=C(C=N1)NC(=O)C1CNC1